7-(2-Aminoethoxy)-1-methyl-2-oxo-4-(6-((1-(trifluoromethyl)cyclopropyl)ethynyl)-2,3-dihydrobenzo[e][1,4]oxazepine-1(5H)-yl)-1,2-dihydroquinazoline-6-carbonitrile NCCOC1=C(C=C2C(=NC(N(C2=C1)C)=O)N1CCOCC2=C1C=CC=C2C#CC2(CC2)C(F)(F)F)C#N